3-(7-amino-7-methyl-8-oxo-6,7,8,9-tetrahydro-5H-pyrido[2,3-b]azepin-3-yl)-N-methyl-N-((2-methylbenzofuran-3-yl)methyl)acrylamide NC1(CCC2=C(NC1=O)N=CC(=C2)C=CC(=O)N(CC2=C(OC1=C2C=CC=C1)C)C)C